CC([C]1[CH][CH][CH][CH]1)N(C)C.[CH]1[CH][CH][CH][CH]1.[Fe] α-(N,N-dimethylamino)ethylferrocene